C1(=CC(=CC=C1)C1N=C(N=CN1Cl)C1=CC=CC=C1)C1=CC=CC=C1 2-([1,1'-biphenyl]-3-yl)-3-chloro-6-phenyl-1,3,5-triazine